FC=1C=C(NC2=NC=C(C(=N2)N[C@H](CO)C2=CC=CC=C2)C(=O)NC(C)C)C=CC1S(=O)(=O)C 2-(3-fluoro-4-methylsulfonyl-anilino)-4-[[(1S)-2-hydroxy-1-phenyl-ethyl]amino]-N-isopropyl-pyrimidine-5-carboxamide